OC1=C(C(=CC=C1)CCCCCC(=O)O)CCCCCC(=O)O hydroxybenzenebishexanoic acid